FC(C)(C)C1=NN=C(O1)C(=O)N1[C@@H](C2=C(CC1)NC=N2)C2=NN1C(C(=CC=C1)C)=C2 (S)-(5-(2-fluoropropan-2-yl)-1,3,4-oxadiazol-2-yl)(4-(4-methylpyrazolo[1,5-a]pyridin-2-yl)-6,7-dihydro-1H-imidazo[4,5-c]pyridin-5(4H)-yl)methanone